FC=1C(=NC=C(C1C1=C(C=NC(=C1)C)C(=O)NC=1SC(=NN1)O[C@@H]1C[C@H](CCC1)O)OC)C 3'-fluoro-N-(5-(((1S,3S)-3-hydroxycyclohexyl)oxy)-1,3,4-thiadiazol-2-yl)-5'-methoxy-2',6-dimethyl-[4,4'-bipyridine]-3-carboxamide